Pentadecyl L-alaninate N[C@@H](C)C(=O)OCCCCCCCCCCCCCCC